4-chloro-5-((3S,4S)-3-((6-(3,5-dimethylisoxazol-4-yl)pyrimidin-4-yl)oxy)-4-fluoropyrrolidin-1-yl)pyridazin-3(2H)-one ClC=1C(NN=CC1N1C[C@@H]([C@H](C1)F)OC1=NC=NC(=C1)C=1C(=NOC1C)C)=O